4-(4-propenoyl-2-methylpiperazin-1-yl)-6-fluoro-7-(2-fluoro-6-hydroxyphenyl)-1-(2-(isopropylsulfanyl)-4-methylpyridin-3-yl)pyrido[2,3-d]pyrimidin-2(1H)-one C(C=C)(=O)N1CC(N(CC1)C=1C2=C(N(C(N1)=O)C=1C(=NC=CC1C)SC(C)C)N=C(C(=C2)F)C2=C(C=CC=C2O)F)C